F[C@]1(CN(CC[C@H]1OCCO)C1=NC=CC(=N1)N(COCC[Si](C)(C)C)COCC[Si](C)(C)C)C 2-{[(3S,4R)-3-fluoro-3-methyl-1-[4-(2,2,12,12-tetramethyl-5,9-dioxa-7-aza-2,12-disilatridecan-7-yl)pyrimidin-2-yl]piperidin-4-yl]oxy}ethan-1-ol